N-[[(2R,5S)-2-(4-bromophenyl)-3-oxo-1,4-thiazepan-5-yl]methyl]-5-methyl-3-phenyl-isoxazole-4-carboxamide BrC1=CC=C(C=C1)[C@H]1SCC[C@H](NC1=O)CNC(=O)C=1C(=NOC1C)C1=CC=CC=C1